(3R)-2-(cyclopropylcarbonyl)-3-(piperazin-1-ylmethyl)-1,2,3,4-tetrahydroisoquinoline C1(CC1)C(=O)N1CC2=CC=CC=C2C[C@@H]1CN1CCNCC1